C1(=CC=CC=C1)C1OC(CC2=CC=CC=C12)C1=CC=CC=C1 1,3-diphenyl-isochroman